FC1=NC=CC(=C1)Br 2-fluoro-4-bromopyridine